[1-(5-Chlorooxazolo[4,5-b]pyridin-2-yl)-4-piperidyl]methanol ClC1=CC=C2C(=N1)N=C(O2)N2CCC(CC2)CO